C1(=CC=CC=C1)C1=NC2=CC=CC=C2C=C1 (phenyl)quinoline